4-(N-(3-(tert-butyl)-5-cyclopropylbenzyl)-2-(N-((2-chloro-6-fluoropyridin-3-yl)methyl)-(2,3,4,5,6-pentafluorophenyl)sulfonamido)acetamido)-3-methoxybenzoic acid C(C)(C)(C)C=1C=C(CN(C(CN(S(=O)(=O)C2=C(C(=C(C(=C2F)F)F)F)F)CC=2C(=NC(=CC2)F)Cl)=O)C2=C(C=C(C(=O)O)C=C2)OC)C=C(C1)C1CC1